2-butyl-6-[1-(2-hydroxyethyl)-1H-benzimidazol-6-yl]-3,4-dihydropyrrolo[1,2-a]pyrazin-1(2H)-one C(CCC)N1C(C=2N(CC1)C(=CC2)C=2C=CC1=C(N(C=N1)CCO)C2)=O